1,2,5-trimethylindole CN1C(=CC2=CC(=CC=C12)C)C